(E)-2-methyl-3-(5-(5-trifluoromethyl-6-cyanopyridin-3-yl)thiophen-2-yl)acrylamide C/C(/C(=O)N)=C\C=1SC(=CC1)C=1C=NC(=C(C1)C(F)(F)F)C#N